[N+](=O)([O-])C1=C(C(=O)O)C=C(C=C1)SSC=1C=CC(=C(C(=O)O)C1)[N+](=O)[O-] 5,5'-dithiobis(2-nitrobenzoic acid)